N-(pyridin-3-ylmethyl)pyrimido[1',6':1,5]pyrazolo[4,3-c][2,7]naphthyridin-5-amine N1=CC(=CC=C1)CNC1=NC=2C(C3=CC=NC=C13)=NN1C2C=CN=C1